4-((1-(4-Bromobenzyl)-1H-imidazol-5-yl)methyl)-5-propyl-1-(3-(trifluoromethoxy)phenyl)piperazin-2-one BrC1=CC=C(CN2C=NC=C2CN2CC(N(CC2CCC)C2=CC(=CC=C2)OC(F)(F)F)=O)C=C1